[2-(4-fluorophenyl)-2-methylpropyl](6-methyl(5,6,7,8-tetrahydropyridino[4,3-d]pyrimidin-2-yl))amine FC1=CC=C(C=C1)C(CNC=1N=CC2=C(N1)CCN(C2)C)(C)C